N-[2-(4-formylcyclohexyl)-6-morpholino-1-oxo-isoindolin-5-yl]-6-(trifluoromethyl)pyridine-2-carboxamide C(=O)C1CCC(CC1)N1C(C2=CC(=C(C=C2C1)NC(=O)C1=NC(=CC=C1)C(F)(F)F)N1CCOCC1)=O